5-methylpyrimidine-2,4(1H,3H)-dione acetate salt C(C)(=O)O.CC=1C(NC(NC1)=O)=O